C(C1=C(C=CC=C1)OOC1=C(C(=N)N)C=CC=C1)(=N)N dioxydibenzamidine